FC1(CCN(CC1)CC1=C(C=C(CNC2=CC=C(C=C2)NC2C(NC(CC2)=O)=O)C=C1)F)F 3-((4-((4-((4,4-difluoropiperidin-1-yl)methyl)-3-fluorobenzyl)amino)phenyl)amino)piperidine-2,6-dione